(S)-N-(3-(1-((2-amino-5-chloropyridin-3-yl)oxy)ethyl)phenyl)benzo[d][1,3]dioxole-5-carboxamide NC1=NC=C(C=C1O[C@@H](C)C=1C=C(C=CC1)NC(=O)C1=CC2=C(OCO2)C=C1)Cl